tert-butyl ((3R,4R)-4-fluoro-1-(5-fluoro-1-((5-fluoropyridin-2-yl)methyl)-1H-benzimidazol-2-yl)piperidin-3-yl)carbamate F[C@H]1[C@@H](CN(CC1)C1=NC2=C(N1CC1=NC=C(C=C1)F)C=CC(=C2)F)NC(OC(C)(C)C)=O